1-menthoxypropane-1-ol C1(CC(C(CC1)C(C)C)OC(CC)O)C